CC1=C(C(=O)NC=2C=C(C=CC2C(F)(F)F)C(CC(=O)O)C)C(=CC(=C1)OCCC1=CC=CC=C1)C 3-[3-{[2,6-dimethyl-4-(2-phenylethoxy)benzoyl]amino}-4-(trifluoromethyl)phenyl]butanoic acid